Ethyl 3-(4-fluorocyclohexa-1,3-diene-1-carbonyl)-6,8-dimethylindolizine-1-carboxylate FC1=CC=C(CC1)C(=O)C1=CC(=C2C(=CC(=CN12)C)C)C(=O)OCC